N1CCC(CC1)C=1C=NC(=NC1)NC1C(NC(CC1)=O)=O 3-[[5-(4-piperidyl)pyrimidin-2-yl]amino]piperidine-2,6-dione